ONC(C=C)=O N-hydroxyacrylamide